aminopropenediol NC(=C(O)O)C